NC1=C(C=C(C=C1)N1C(CN(CC1)C(=O)OC(C)(C)C)=O)NC[C@@H](CCCOC1=C(C=NN1C)C1=NC(=CC(=C1)C(=O)OC)C)C tert-butyl (R)-4-(4-amino-3-((5-((4-(4-(methoxycarbonyl)-6-methylpyridin-2-yl)-1-methyl-1H-pyrazol-5-yl)oxy)-2-methylpentyl)amino)phenyl)-3-oxopiperazine-1-carboxylate